Ethyl (E)-3-(2-chloro-6-hydroxyphenyl)acrylate ClC1=C(C(=CC=C1)O)/C=C/C(=O)OCC